3-(4-(4,4,5,5-TETRAMETHYL-1,3,2-DIOXABOROLAN-2-YL)PHENYL)-5-(6-(TRIFLUOROMETHYL)IMIDAZO[1,2-A]PYRIDIN-2-YL)-1,2,4-OXADIAZOLE CC1(OB(OC1(C)C)C1=CC=C(C=C1)C1=NOC(=N1)C=1N=C2N(C=C(C=C2)C(F)(F)F)C1)C